ClC=1C=C(C=CC1)COC1=NC=CC(=C1)CN [2-[(3-chlorophenyl)methoxy]-4-pyridyl]methanamine